3-(3-(2,3-dichlorophenyl)-1H-pyrazolo[4,3-b]pyridin-6-yl)-3-azabicyclo[3.1.0]hexane-6-amine ClC1=C(C=CC=C1Cl)C1=NNC=2C1=NC=C(C2)N2CC1C(C1C2)N